(3,4-epoxycyclohexyl)butyl-trimethoxysilane butyl-(R)-2-(3-(3-methoxy-2,2-dimethyl-3-oxopropyl)bicyclo[1.1.1]pentan-1-yl)-3-oxohexahydroimidazo[1,5-a]pyrazine-7(1H)-carboxylate C(CCC)OC(=O)N1C[C@@H]2N(CC1)C(N(C2)C21CC(C2)(C1)CC(C(=O)OC)(C)C)=O.C1(CC2C(CC1)O2)CCCC[Si](OC)(OC)OC